4-bromo-N-((1S,2R)-1-cyano-2-(naphthalen-1-yl)propyl)benzenesulfonamide BrC1=CC=C(C=C1)S(=O)(=O)N[C@@H]([C@H](C)C1=CC=CC2=CC=CC=C12)C#N